BrC1=CC=C2C(N(C(C2=C1)=O)CC1=NC=C(C=C1)Cl)(C1=CC=C(C=C1)C(F)(F)F)O 6-bromo-2-[(5-chloropyridin-2-yl)methyl]-3-hydroxy-3-[4-(trifluoromethyl)phenyl]-2,3-dihydro-1H-isoindol-1-one